7-(7-(7,8-difluoro-3-hydroxynaphthalen-1-yl)-8-fluoro-2-(((2R,7aS)-2-fluorohexahydro-1H-pyrrolizin-7a-yl)methoxy)pyrido[4,3-d]pyrimidin-4-yl)-1,3,7-triazaspiro[4.5]decane-2,4-dione FC1=CC=C2C=C(C=C(C2=C1F)C1=C(C=2N=C(N=C(C2C=N1)N1CC2(C(NC(N2)=O)=O)CCC1)OC[C@]12CCCN2C[C@@H](C1)F)F)O